C(=O)(OC(C)(C)C)N1CC2(CC2C(=O)O)CC1 5-Boc-5-azaspiro[2.4]heptane-1-carboxylic acid